C(=O)(O)C1NCCSC1 3-carboxythiomorpholine